OC(CC(O[Si](OC)(OC)CCCN)CC(CO)O)CO Bis(2,3-dihydroxypropyl)-3-aminopropyltrimethoxysilane